3-[(3-chloro-2-methoxyphenyl)amino]-2-[2-(1-methyl-1,2,3-triazol-4-yl)pyrimidin-4-yl]-1H,5H,6H,7H-pyrrolo[3,2-c]pyridin-4-one ClC=1C(=C(C=CC1)NC1=C(NC2=C1C(NCC2)=O)C2=NC(=NC=C2)C=2N=NN(C2)C)OC